O1C=C(C=2C1=NC=CC2)C=O furo[2,3-b]pyridine-3-formaldehyde